FC=1C(=CC=2C3=C(NC(C2C1)=O)COC[C@H]3N(C(=O)C=3NC1=CC=C(C(=C1C3)F)F)C)F (S)-N-(8,9-difluoro-6-oxo-1,4,5,6-tetrahydro-2H-pyrano[3,4-c]isoquinolin-1-yl)-4,5-difluoro-N-methyl-1H-indole-2-carboxamide